hydroxy-4-ethoxy-4'-methoxybenzophenone OC1=C(C(=O)C2=CC=C(C=C2)OC)C=CC(=C1)OCC